N,N-bis(2-hydroxyethyl)toluidine OCCN(C=1C(=CC=CC1)C)CCO